NC(CCC(=O)O)CC 4-AminoHexanoic Acid